N-acetyl-2-pyrrolidinone C(C)(=O)N1C(CCC1)=O